NC1=NC=NC=2N(C3=CC(=CC=C3C21)F)CC(=O)OCCCC butyl 2-(4-amino-7-fluoro-9H-pyrimido[4,5-b]indol-9-yl)acetate